Cl.O1CCCC12CCNCC2 1-oxa-8-azaspiro[4.5]decane hydrochloride